1H-PYRAZOLE-3-CARBALDEHYDE N1N=C(C=C1)C=O